(7r,8as)-2-(5-(5-(chroman-5-yl)-6-methoxy-1H-pyrazolo[4,3-b]pyridin-3-yl)pyridin-2-yl)octahydropyrrolo[1,2-a]pyrazin-7-ol O1CCCC2=C(C=CC=C12)C1=C(C=C2C(=N1)C(=NN2)C=2C=CC(=NC2)N2C[C@H]1N(CC2)C[C@@H](C1)O)OC